COC(=O)C1=CC2=C(C=C(O2)C(N)=O)C=C1N.C(#CCC)[Si](C)(C)C (but-1-yn-1-yl)trimethyl-Silane methyl-5-amino-2-carbamoyl-1-benzofuran-6-carboxylate